COC(=O)C=1C=C2C(=NNC2=CC1)C1CC1 Cyclopropylindazole-5-carboxylic acid methyl ester